N-(4-bromophenyl)-7-(3,3,3-trifluoro-2,2-dihydroxypropanamido)heptanamide BrC1=CC=C(C=C1)NC(CCCCCCNC(C(C(F)(F)F)(O)O)=O)=O